[Ti].P(OCCCCCCCCCCCCC)(OCCCCCCCCCCCCC)O (di-tridecyl) hydrogen phosphite titanium